N-isopropyl-N-phenyl-N'-(3-(1-(sec-butyl)piperidin-4-yl)-1H-indol-5-yl)urea C(C)(C)N(C(=O)NC=1C=C2C(=CNC2=CC1)C1CCN(CC1)C(C)CC)C1=CC=CC=C1